3-(2-methyl-6-nitrophenyl)-4,5-dihydro-isoxazole CC1=C(C(=CC=C1)[N+](=O)[O-])C1=NOCC1